8-cyclopropyl-2-methyl-3-oxo-3,4-dihydroquinoxaline-6-carboxylic acid ethyl ester C(C)OC(=O)C=1C=C2NC(C(=NC2=C(C1)C1CC1)C)=O